FC1(CCN(CC1)C(=O)OCC1=CC=CC=C1)CCC1CCNCC1 benzyl 4-fluoro-4-[2-(4-piperidyl) ethyl]piperidine-1-carboxylate